5-[1-(2-fluoro-6-methyl-phenyl)-piperidin-4-yl]-7-(2-trifluoromethyl-benzyl)-2-(2-trimethylsilyl-ethoxymethyl)-2,4,5,7-tetrahydro-pyrazolo[3,4-d]pyrimidin-6-one FC1=C(C(=CC=C1)C)N1CCC(CC1)N1C(N(C=2C(C1)=CN(N2)COCC[Si](C)(C)C)CC2=C(C=CC=C2)C(F)(F)F)=O